(1S,2S,5R)-3-(5-bromo-7-chloro-2-(ethylsulfanyl)-8-fluoropyrido[4,3-d]pyrimidin-4-yl)-2-(prop-1-en-2-yl)-3,8-diazabicyclo[3.2.1]octane-8-carboxylic acid tert-butyl ester C(C)(C)(C)OC(=O)N1[C@@H]2[C@@H](N(C[C@H]1CC2)C=2C1=C(N=C(N2)SCC)C(=C(N=C1Br)Cl)F)C(=C)C